FC1(OC2=C(O1)C=CC(=C2)B(O)O)F 2,2-DIFLUORO-BENZO[1,3]DIOXOLE-5-BORONIC ACID